C(C)(C)C1CC2C(CC1C=C2C)C2OCCO2 2-(8-isopropyl-6-methylbicyclo[2.2.2]oct-5-en-2-yl)-1,3-dioxolane